chloro-7-((2-methyl-1H-benzo[d]imidazol-6-yl)oxy)-2-(1-((1-(vinylsulfonyl)piperidin-4-yl)methyl)-1H-pyrazol-4-yl)quinoxaline ClC=1C(=NC2=CC(=CC=C2N1)OC=1C=CC2=C(NC(=N2)C)C1)C=1C=NN(C1)CC1CCN(CC1)S(=O)(=O)C=C